10,10a-dihydro-1H-oxazolo[3,4-b]isoquinolin-3(5H)-one C1OC(N2CC=3C=CC=CC3CC21)=O